OC(CO)C=1C=C(C=CC1)C=1C=C(C=CC1)[C@@H](C)NC(C1=C(C=CC(=C1)N1CCN(CC1)C)C)=O N-[(1R)-1-[3-[3-(1,2-Dihydroxyethyl)phenyl]phenyl]ethyl]-2-methyl-5-(4-methylpiperazin-1-yl)benzamide